6-(2-chloro-4-methylphenyl)-2-(2-(4-methylpiperazin-1-yl)ethyl)indazole-4-carboxylic acid ClC1=C(C=CC(=C1)C)C=1C=C(C2=CN(N=C2C1)CCN1CCN(CC1)C)C(=O)O